1,3-dinitropyrazole [N+](=O)([O-])N1N=C(C=C1)[N+](=O)[O-]